F[C@H]1C[C@H](N(C1)C(CN1C[C@H](CC1)NC1=C2C=CC=NC2=C(C=C1)OC)=O)C#N (2S,4S)-4-fluoro-1-[2-[(3S)-3-[(8-methoxy-5-quinolinyl)amino]pyrrolidin-1-yl]acetyl]pyrrolidine-2-carbonitrile